CN(CC/C=C/C(=O)OC)C (E)-methyl 5-(dimethylamino)pent-2-enoate